tert-butyl N-[cyclobutyl(p-tolylsulfonyl)methyl]carbamate C1(CCC1)C(NC(OC(C)(C)C)=O)S(=O)(=O)C1=CC=C(C=C1)C